Cl.FC=1C=CC2=C(CCO2)C1CNC1=NC=C(C=2N1C=NN2)C=2C(=NC=CC2)C N-((5-fluoro-2,3-dihydrobenzofuran-4-yl)methyl)-8-(2-methylpyridin-3-yl)-[1,2,4]triazolo[4,3-c]pyrimidin-5-amine hydrochloride